7-(4-(3'-chloro-5-fluoro-2-hydroxy-4'-(3-methyl-2-oxo-2,3-dihydro-1H-imidazol-1-yl)-[1,1'-biphenyl]-3-yl)pyridin-2-yl)-1,7-diazaspiro[4.4]nonan-2-one ClC=1C=C(C=CC1N1C(N(C=C1)C)=O)C1=C(C(=CC(=C1)F)C1=CC(=NC=C1)N1CC2(CCC(N2)=O)CC1)O